FC=1C=C(C=NC1)[C@H](O)C12CCC(CC1)(N2)CCC2=CC=C(C=C2)OC(F)(F)F (S)-(5-Fluoropyridin-3-yl)(4-(4-(trifluoromethoxy)phenethyl)-7-azabicyclo[2.2.1]heptan-1-yl)methanol